NC1=C2C(=NC=N1)N(N=C2C2=CC(=C(C=C2)OC(C)C)F)[C@@H](C)C=2OC1=CC=C(C=C1C(C2C2=CC(=CC=C2)F)=O)F (S)-2-(1-(4-amino-3-(3-fluoro-4-isopropoxyphenyl)-1H-pyrazolo[3,4-d]pyrimidin-1-yl)ethyl)-6-fluoro-3-(3-fluorophenyl)-4H-chromen-4-one